N1(CCOCC1)CC(CS(=O)(=O)O)O 3-(N-morpholinyl)-2-hydroxypropanesulfonic acid